N-{5-[2-(4-cyanophenoxy)ethyl]-1H-indol-3-yl}acetamide C(#N)C1=CC=C(OCCC=2C=C3C(=CNC3=CC2)NC(C)=O)C=C1